ClC1=NC=C(C(=N1)C1=CN=C2N1C=CC=C2)C 3-(2-chloro-5-methylpyrimidin-4-yl)imidazo[1,2-a]pyridine